dicyclopentadienylethyl (3-ethyl-3-oxetanylmethyl) ether C(C)C1(COC1)COCC(C1C=CC=C1)C1C=CC=C1